(S)-3-(5-bromo-1-ethyl-2-(2-(1-methoxyethyl)-5-(piperazin-1-yl-2,2,3,3,5,5,6,6-d8) pyridin-3-yl)-1H-indol-3-yl)-2,2-dimethylpropyl acetate C(C)(=O)OCC(CC1=C(N(C2=CC=C(C=C12)Br)CC)C=1C(=NC=C(C1)N1C(C(NC(C1([2H])[2H])([2H])[2H])([2H])[2H])([2H])[2H])[C@H](C)OC)(C)C